ClC=1C=C(C=C(C1)Cl)C1=NC=CC=C1 (3,5-dichlorophenyl)pyridin